(E)-N-(4-(3-chloro-2-fluorophenyl)-4H-pyrido[2,3,4-de]quinazolin-7-yl)-4-(pyrrolidin-1-yl)but-2-enamide methyl-4-ethyl-3-(N-(4-(trifluoromethyl)-[1,1'-biphenyl]-2-yl)sulfamoyl)benzoate COC(C1=CC(=C(C=C1)CC)S(NC1=C(C=CC(=C1)C(F)(F)F)C1=CC=CC=C1)(=O)=O)=O.ClC=1C(=C(C=CC1)N1C=CC=2C=3C1=NC=NC3C=CC2NC(\C=C\CN2CCCC2)=O)F